C(CCC)C=1NC=2N(C(C1)=O)N=C(N2)NCC2=NN(C=C2)C2=CC=CC=C2 5-butyl-2-[(1-phenylpyrazol-3-yl)methylamino]-4H-[1,2,4]triazolo[1,5-a]pyrimidin-7-one